Z-1,1,2,3-tetrachloro-1,4,4,4-tetrafluoro-2-butene ClC(/C(=C(\C(F)(F)F)/Cl)/Cl)(F)Cl